C[C@@H]1O[C@@H](CN(C1)C(=O)C1=CC=C(C=C1)C1=CC2=C(CC3=C2NN=C3C3=CC=C2C=NN(C2=C3)C)S1)C ((2S,6R)-2,6-dimethyl-morpholino)(4-(3-(1-methyl-1H-indazol-6-yl)-1,4-dihydrothieno[2',3':4,5]cyclopenta[1,2-c]pyrazol-6-yl)phenyl)methanone